C(C1=CC=CC=C1)C(CCCN1C(=CC=2C1=NC=CC2Cl)C(=O)N)C(=O)N2CCC(CC2)(O)CN2C=NC1=CC(=CC=C1C2=O)NC(CCN(C)C)=O 1-N-(4-benzyl-5-(4-((7-(3-(dimethylamino)propanamido)-4-oxoquinazolin-3(4H)-yl)methyl)-4-hydroxypiperidin-1-yl)-5-oxopentyl)-4-chloro-1H-pyrrolo[2,3-b]pyridine-2-carboxamide